C(C)(C)(C)OC(=O)N[C@H](C(=O)O)CCC1=NOC(N1)=O (S)-2-((tert-butoxycarbonyl)amino)-4-(5-Oxo-4,5-dihydro-1,2,4-oxadiazol-3-yl)butyric acid